2-(3-bromo-6-methylxanthylium-9-yl)-5-sulfobenzenesulfonate BrC=1C=CC2=C(C3=CC=C(C=C3[O+]=C2C1)C)C1=C(C=C(C=C1)S(=O)(=O)O)S(=O)(=O)[O-]